C(=C)OCCCC vinyl-normal butyl ether